FC(O[C@H]1C[C@H](C1)C(=O)NNC(=O)C12CCC(CC1)(CC2)NC(OC(C)(C)C)=O)(F)F tert-butyl (4-(2-(cis-3-(trifluoromethoxy)cyclobutanecarbonyl)hydrazinecarbonyl)bicyclo[2.2.2]octan-1-yl)carbamate